1-[3-fluoro-5-isobutyl-2-(2H-tetrazol-5-yl)phenyl]-4-[(5-fluoro-2-pyridyl)methyl]-piperazine FC=1C(=C(C=C(C1)CC(C)C)N1CCN(CC1)CC1=NC=C(C=C1)F)C=1N=NNN1